(R,S)-1-methyl-2-oxo-3-(3-(((trifluoromethyl)sulfonyl)oxy)phenyl)azetidin-3-yl acetate C(C)(=O)O[C@]1(C(N(C1)C)=O)C1=CC(=CC=C1)OS(=O)(=O)C(F)(F)F